N[C@@H](CO)C1=CC=C(C=C1)S(=O)(=O)NC1CC1 (R)-4-(1-amino-2-hydroxyethyl)-N-cyclopropylbenzenesulfonamide